ethyl-6-((5-bromo-2,3-dihydro-1H-inden-2-yl)amino)nicotinic acid C(C)C1=C(C(=O)O)C=CC(=N1)NC1CC2=CC=C(C=C2C1)Br